tert-butyl N-((2-chloro-3,4,5,6-tetrafluorophenyl)sulfonyl)-N-(2-methylbenzyl)glycinate ClC1=C(C(=C(C(=C1F)F)F)F)S(=O)(=O)N(CC(=O)OC(C)(C)C)CC1=C(C=CC=C1)C